(2r,3r,4r,5s)-1-(((1r,4r)-4-isopropylcyclohexyl)methyl)-2-methylpiperidine-3,4,5-triol C(C)(C)C1CCC(CC1)CN1[C@@H]([C@H]([C@@H]([C@H](C1)O)O)O)C